COC=1C=C(C=CC1OC)\C=C(/C#N)\C=1C=NC=CC1 (Z)-3-(3,4-Dimethoxy-phenyl)-2-pyridin-3-yl-acrylonitrile